(9H-fluoren-9-yl)methyl 4-(8-(1-((2-(tert-butoxycarbonyl)phenyl)amino)ethyl)-6-methyl-4-oxo-4H-chromen-2-yl)piperazine-1-carboxylate C(C)(C)(C)OC(=O)C1=C(C=CC=C1)NC(C)C=1C=C(C=C2C(C=C(OC12)N1CCN(CC1)C(=O)OCC1C2=CC=CC=C2C=2C=CC=CC12)=O)C